CN1C=NC(=C1C=1C=NC(=CC1)C)C#N 1-Methyl-5-(6-methyl-3-pyridyl)imidazole-4-carbonitrile